C[C@H]1COC2=NC=CC=C21 |r| (rac)-3-methyl-2,3-dihydrofuro[2,3-b]pyridine